Cl.NC1=C2N(C(N(C2=NC=N1)C1CCNCC1)=O)C1=CC=C(C=C1)Br 6-amino-7-(4-bromophenyl)-9-(piperidin-4-yl)purin-8-one hydrochloride